C(C1=CC=CC=C1)OC(C(C)NC(C(CP(=O)(C(C)N)O)CC1=CC=C(C=C1)C1=CC=CC=C1)=O)=O 2-(2-Biphenyl-4-ylmethyl-3-{hydroxy-[1-(amino)-ethyl]-phosphinoyl}-propionylamino)-propionic acid benzyl ester